BrC=1C=C(OC1Br)C(CCCC(=O)OC)=O Methyl 5-(4,5-dibromofuran-2-yl)-5-oxopentanoate